2',3'-dihydro-1'H-spiro[cyclopropane-1,4'-isoquinoline] C1NCC2(C3=CC=CC=C13)CC2